O=C1OC2=CC(=CC=C2C=C1C=1SC=CC1)N1CCC(CC1)C(=O)O 1-[2-Oxo-3-(thiophen-2-yl)-2H-chromen-7-yl]piperidine-4-carboxylic acid